N1(N=CC=C1)CCCCCCOC1=NC=NC2=CC=CC=C12 4-((6-(1H-pyrazol-1-yl)hexyl)oxy)quinazoline